1,3,5-trimethyl-1,3,5-triazacycloheptane CN1CN(CN(CC1)C)C